5,6-Difluoro-N-(methylsulfonyl)-8-(4-(trifluoromethyl)phenyl)quinoline-3-carboxamide FC1=C2C=C(C=NC2=C(C=C1F)C1=CC=C(C=C1)C(F)(F)F)C(=O)NS(=O)(=O)C